[C@@H]12N(C[C@@H](NC1)C2)C2=C(N=C(S2)C2=NNC(=C2CC(F)(F)F)C=2C=C(C=1N(C2)N=CN1)C)C 5-((1S,4S)-2,5-diazabicyclo[2.2.1]heptan-2-yl)-4-methyl-2-(5-(8-methyl-[1,2,4]triazolo[1,5-a]pyridin-6-yl)-4-(2,2,2-trifluoroethyl)-1H-pyrazol-3-yl)thiazole